6-(trifluoromethyl)-3-pyridazinacetic acid FC(C1=CC=C(N=N1)CC(=O)O)(F)F